C(C)P(OCC#C)(OCC=C)=O (2-propynyl) (2-propenyl) ethylphosphonate